[NH4+].O1C(CC=C1)=O furanone ammonium salt